(7-((2S,5R)-5-ethyl-2-methyl-4-(1-(quinoxalin-6-yl)ethyl)piperazin-1-yl)-5-oxo-4,5-dihydro-2H-pyrazolo[4,3-b]pyridin-2-yl)acetonitrile C(C)[C@H]1N(C[C@@H](N(C1)C=1C=2C(NC(C1)=O)=CN(N2)CC#N)C)C(C)C=2C=C1N=CC=NC1=CC2